ClC1=CC2=C(OC3=C2C2=C(C=C3)C3=C(S2)C=2C=CC=CC2C=C3)C=C1 12-chlorobenzo[b]naphtho[2',1':4,5]thieno[2,3-e]benzofuran